4-(3-ethyl-5-(piperidin-4-yl)-1H-indol-2-yl)pyridin-2-amine C(C)C1=C(NC2=CC=C(C=C12)C1CCNCC1)C1=CC(=NC=C1)N